4-(2-((4-(Difluoromethoxy)phenyl)sulfonyl)-2-azaspiro[3.4]oct-6-yl)morpholine FC(OC1=CC=C(C=C1)S(=O)(=O)N1CC2(C1)CC(CC2)N2CCOCC2)F